CC1=CC(=C(C2=C1O[C@](CC2)(C)CC/C=C(\C)/CC/C=C(\C)/CCC=C(C)C)C)O β-Tocotrienol